FC=1C=C(C=CC1)N1CC2(CC2C1)C#CC1=NC=CC=N1 3-(3-fluorophenyl)-1-(pyrimidin-2-ylethynyl)-3-azabicyclo[3.1.0]hexane